CC=1N=C2C(=NC=NC2=NC1C)C1=C(C=C(C=C1F)F)F 6,7-dimethyl-4-(2,4,6-trifluorophenyl)pteridine